2-(2,4-dichlorobenzyl)-4,4-dimethylisoxazolidin-3-one ClC1=C(CN2OCC(C2=O)(C)C)C=CC(=C1)Cl